4,6-diphenyl-2-(p-tolyl)pyrimidine C1(=CC=CC=C1)C1=NC(=NC(=C1)C1=CC=CC=C1)C1=CC=C(C=C1)C